FC1=C(N=C(C2=C1N=C(N=C2N2C[C@@H](CCC2)O)OC[C@H]2N(CCC2)C)C#CC)C2=CC(=CC1=CC=C(C=C21)F)O (R)-1-(8-fluoro-7-(7-fluoro-3-hydroxynaphthalen-1-yl)-2-(((S)-1-methylpyrrolidin-2-yl)methoxy)-5-(propynyl)pyrido[4,3-d]pyrimidin-4-yl)piperidin-3-ol